C(C)N(CCNCC1=CC(=C(C=C1)[N+](=O)[O-])C)CC N1,N1-diethyl-N2-(3-methyl-4-nitrobenzyl)ethane-1,2-diamine